FC1CC2=C(C=3CCCC3C=C2C1)F 2,8-difluoro-1,2,3,5,6,7-hexahydro-s-indacen